2-[1-(2-{5-[(oxetan-3-yl)amino]-1H-indazol-3-yl}pyrimidin-4-yl)-1H-pyrazol-4-yl]ethane-1-ol O1CC(C1)NC=1C=C2C(=NNC2=CC1)C1=NC=CC(=N1)N1N=CC(=C1)CCO